N-[4-(cyclopropylmethoxy)-2-fluoro-5-(2-methyl-1-oxo-5,6,7,8-tetrahydroisoquinolin-4-yl)phenyl]methanesulfonamide C1(CC1)COC1=CC(=C(C=C1C1=CN(C(C=2CCCCC12)=O)C)NS(=O)(=O)C)F